CC=1C=CC=C2C=CC=C(C12)N1[C@H]2C3=C(C[C@@H](C1)C2)C(=NC(=N3)OC[C@H]3N(CCC3)C)N3C[C@@H](NCC3)CC#N ((S)-4-((6R,9R)-8-(8-methylnaphthalen-1-yl)-2-(((S)-1-methylpyrrolidin-2-yl)methoxy)-6,7,8,9-tetrahydro-5H-6,9-methanopyrimido[4,5-c]azepin-4-yl)piperazin-2-yl)acetonitrile